ClC1=CC2=C(CCO2)C=C1NC1=NC=C2N(C(N(C2=N1)C1COC(CC1)CO)=O)C ((6-chloro-2,3-dihydrobenzofuran-5-yl)amino)-9-(6-(hydroxymethyl)tetrahydro-2H-pyran-3-yl)-7-methyl-7,9-dihydro-8H-purin-8-one